C(C)(C)[SiH](O[Si](C)(C)O[SiH](C)C)CC isopropyl-ethyl-[(dimethylsiloxy)dimethyl-siloxy]silane